C(CO)(=O)OCCCCCCC=C allylamyl glycolate